C(C)(=O)OC(CC(C)C)CC(C)C 1-ISOBUTYL-3-METHYLBUTYL ACETATE